ClC1=C(C=C(C=C1)C1(CCNCC1)NS(=O)(=O)C1=CC=C(C=C1)OC(F)(F)F)C N-(4-(4-chloro-3-methylphenyl)piperidin-4-yl)-4-(trifluoromethoxy)benzenesulfonamide